C(C1=CC=CC=C1)OC1=C(C=C(C(=O)N2C(CC(C2)F)C(=O)N2C(CCC2)C#N)C=C1F)F 1-[1-(4-benzyloxy-3,5-difluoro-benzoyl)-4-fluoro-pyrrolidine-2-carbonyl]pyrrolidine-2-carbonitrile